C(C)SC1=C(C=CC(=C1)C(F)(F)F)N1N=NC(=C1)OCC 1-(2-(ethylthio)-4-(trifluoromethyl)phenyl)-4-ethoxy-1H-1,2,3-triazole